C1(CC1)CN[C@H]1CN(CCC1)C=1C=NC(=CC1)C1(COC1)N1N=NC(=C1)C=1C=NC=C(C1)C1CC1 (R)-N-(cyclopropylmethyl)-1-(6-(3-(4-(5-cyclopropylpyridin-3-yl)-1H-1,2,3-triazol-1-yl)oxetan-3-yl)pyridin-3-yl)piperidin-3-amine